C1(CC1)C=1N=C2N(C=C(C(=C2)OC2CC(C2)C(F)F)C(=O)NC2=NC(=CC=C2)C(F)F)C1 2-Cyclopropyl-7-(3-(difluoromethyl)cyclobutoxy)-N-(6-(difluoromethyl)pyridin-2-yl)imidazo[1,2-a]pyridine-6-carboxamide